ClC1=C2C=CNC2=CC(=C1)NC1=CC(=CC(=N1)C#N)NC1=CC2=C(OC(C(O2)(F)F)(F)F)C=C1 6-[(4-chloro-1H-indol-6-yl)amino]-4-[(2,2,3,3-tetrafluoro-2,3-dihydro-1,4-benzodioxin-6-yl)amino]pyridine-2-carbonitrile